CN(C(C(CCCCCCCCCCCCCCCC)CCC)=O)C N,N-dimethylpropyl-octadecanamide